aluminum-nickel-manganese-cobalt-oxide [Co]=O.[Mn].[Ni].[Al]